C(CC(C)C)SCCC(C)C Diisoamyl sulfide